CNCCCCCCCN N-methylheptane-1,7-diamine